NC1=NC(=C2C(=N1)N(N=C2)CC2=C(C=CC=C2F)F)C=2C=C(C=NC2)C#N 5-[6-amino-1-[(2,6-difluorophenyl)methyl]pyrazolo[3,4-d]pyrimidine-4-yl]pyridine-3-carbonitrile